FC(C(C)C)(F)C1=CC=C(C=C1)CCCC(=O)O 4-(4-(1,1-difluoro-2-methylpropyl)phenyl)butanoic acid